ditert-butyl(cyclopentyl)phosphane C(C)(C)(C)P(C1CCCC1)C(C)(C)C